tert-Butyl N-[4-[3-cyano-4-(oxan-4-yloxy)phenyl]pyrimidin-2-yl]carbamate C(#N)C=1C=C(C=CC1OC1CCOCC1)C1=NC(=NC=C1)NC(OC(C)(C)C)=O